(2S,4R)-4-((R)-1-fluoroethyl)-N-((S,E)-4-(methylsulfonyl)but-3-en-2-yl)-2-phenylpiperidine-1-carboxamide F[C@H](C)[C@H]1C[C@H](N(CC1)C(=O)N[C@@H](C)\C=C\S(=O)(=O)C)C1=CC=CC=C1